3-[(1S,3R)-3-[[4-(oxetan-3-yloxy)-5-(trifluoromethyl)pyrimidin-2-yl]amino]cyclohexyl]-[1,2,4]triazolo[4,3-a]pyridin-8-amine O1CC(C1)OC1=NC(=NC=C1C(F)(F)F)N[C@H]1C[C@H](CCC1)C1=NN=C2N1C=CC=C2N